CC1=C(C(=CC(=C1)C)C)S(=O)(=O)ON1C(C=CC1=O)=O N-(2,4,6-trimethylphenyl)sulfonyloxymaleimide